4-Benzyloxy-3,3-diethyl-2H,3H,5H-benzo[g]indole-2,5-dione C(C1=CC=CC=C1)OC1=C2C(C(N=C2C2=C(C1=O)C=CC=C2)=O)(CC)CC